2-(3-tert-butylphenyl)-1-(4-{[1,2,4]triazolo[4,3-b]pyridazin-6-yl}piperazin-1-yl)ethan-1-one C(C)(C)(C)C=1C=C(C=CC1)CC(=O)N1CCN(CC1)C=1C=CC=2N(N1)C=NN2